C1(CCCCC1)C1=CC=C(C=C1)NC(C1=C(C=CC(=C1)[N+](=O)[O-])SC1=NN=CN1C)=O N-(4-cyclohexylphenyl)-2-[(4-methyl-4H-1,2,4-triazol-3-yl)sulfanyl]-5-nitrobenzamide